4-Aminotetralin-3-ol NC1C(CCC2=CC=CC=C12)O